OCN hydroxymethylamin